C1(CC1)COC(=O)N1CCC2(C(NC=3N2N=CC3)=O)CC1.CC1=CC=3N(C2=CC=CC=C2C3C=C1)NC(C1=CC=CC=C1)=O N-(2-methyl-9H-carbazol-9-yl)benzamide cyclopropylmethyl-2'-oxo-1',2'-dihydrospiro[piperidine-4,3'-pyrazolo[1,5-a]imidazole]-1-carboxylate